C(C)(C)(C)C=1C=2N(N=CC1C(=O)N[C@H]1CCOC3=C1C=CC=C3)C(=C(C2)C)C2=C(C(=CC(=C2)F)Cl)Cl 4-tert-butyl-7-(2,3-dichloro-5-fluorophenyl)-N-[(4S)-3,4-dihydro-2H-1-benzopyran-4-yl]-6-methylpyrrolo[1,2-b]pyridazine-3-carboxamide